O=C1NC(CCC1C1=NN(C2=CC=C(C=C12)C1CCN(CC1)C(=O)OC(C)(C)C)C)=O tert-butyl 4-[3-(2,6-dioxo-3-piperidyl)-1-methyl-indazol-5-yl]piperidine-1-carboxylate